O1CCN(CC1)C=1C=NC2=CC=C(C=C2N1)C(=O)C=1C=C(C=CC1)NC(=O)NC1=CC(=CC=C1)C(F)(F)F 1-(3-(3-morpholinoquinoxaline-6-carbonyl)phenyl)-3-(3-(trifluoromethyl)phenyl)urea